(S)-N-(3-(5-(3-aminoprop-1-yn-1-yl)furan-3-yl)prop-2-yn-1-yl)-2-(4-(4-chlorophenyl)-2,3,9-trimethyl-6H-thieno[3,2-f][1,2,4]triazolo[4,3-a][1,4]diazepin-6-yl)acetamide NCC#CC1=CC(=CO1)C#CCNC(C[C@H]1C=2N(C3=C(C(=N1)C1=CC=C(C=C1)Cl)C(=C(S3)C)C)C(=NN2)C)=O